ClC1=C(C=CC=C1)[C@H]1CC[C@H](N1C(=O)C1CCN(CC1)C1=C(C=C(C=C1)C(F)(F)F)NS(=O)(=O)C)C(=O)O (2S,5R)-5-(2-chlorophenyl)-1-(1-(2-(methylsulfonylamino)-4-(trifluoromethyl)phenyl)piperidine-4-carbonyl)pyrrolidine-2-carboxylic acid